2-Amino-1-(2-(dimethylamino)ethyl)-5-methyl-1H-pyrrole-3-carbonitrile NC=1N(C(=CC1C#N)C)CCN(C)C